(S)-3-benzyl-2,5,6,9-tetramethyl-5,6-dihydro-4H-thieno[3,2-f][1,2,4]triazolo[4,3-a][1,4]diazepine C(C1=CC=CC=C1)C1=C(SC2=C1CN([C@H](C=1N2C(=NN1)C)C)C)C